5-amino-3-(3-hydroxy-3-methyl-pentyl)-1-methyl-benzimidazol-2-one NC1=CC2=C(N(C(N2CCC(CC)(C)O)=O)C)C=C1